p-aminophenol zinc acetate C(C)(=O)[O-].[Zn+2].NC1=CC=C(C=C1)O.C(C)(=O)[O-]